OCCC=1N=C2SC3=C(N2C1)C=CC(=C3)C(=O)N (2-hydroxyethyl)benzo[d]imidazo[2,1-b]thiazole-7-carboxamide